C(N)(OCC(C)N1CCN(CC1)C1=CC=NC2=CC(=C(C=C12)OC)OC)=O (2-(4-(6,7-dimethoxyquinolin-4-yl) piperazin-1-yl) propyl) carbamate